O=C1NC(CCC1N1C(C2=CC=C(C=C2C1=O)NCCCCCNC(C)=O)=O)=O N-(5-((2-(2,6-dioxopiperidin-3-yl)-1,3-dioxoisoindolin-5-yl)amino)pentyl)acetamide